2',7-dimethyl-1-{6-[4-(1-methyl-1H-pyrazol-4-yl)piperidin-1-yl]pyridin-3-yl}-1H,2'H-3,4'-biindazole CN1N=C2C=CC=C(C2=C1)C1=NN(C2=C(C=CC=C12)C)C=1C=NC(=CC1)N1CCC(CC1)C=1C=NN(C1)C